5,6-dimethylbenzotriazole CC1=CC2=C(NN=N2)C=C1C